CN1C(=NC2=C1C(=CC=C2)OC[C@@H]2CNCCO2)OC2C(NC(CC2)=O)=O 3-[1-methyl-7-[[(2S)-morpholin-2-yl]methoxy]benzimidazol-2-yl]oxypiperidine-2,6-dione